(R)-3-(((6-((4-isobutylphenyl)(methyl)amino)-1,2,3,4-tetrahydroisoquinolin-1-yl)methyl)amino)isonicotinic acid C(C(C)C)C1=CC=C(C=C1)N(C=1C=C2CCN[C@H](C2=CC1)CNC1=C(C(=O)O)C=CN=C1)C